7-(2-(2,3-difluorophenyl)-2-hydroxyacetyl)-2-(1-phenylcyclopropyl)-3,5,6,7,8,9-hexahydro-4H-pyrimido[4,5-d]azepin-4-one FC1=C(C=CC=C1F)C(C(=O)N1CCC2=C(CC1)C(NC(=N2)C2(CC2)C2=CC=CC=C2)=O)O